(trans)-2,4-decadienal C(\C=C\C=CCCCCC)=O